C1(CCCCC1)OCN1CNC(C2=C1C1=C(S2)N=C2C(=C1)COC(C2)(C)C)=O 1-((Cyclohexyloxy)methyl)-8,8-dimethyl-7,10-dihydro-8H-pyrano[3'',4'':5',6']pyrido[3',2':4,5]thieno[3,2-d]pyrimidin-4(3H)-one